5-(S-ethylsulfanyl)-1H-tetrazole C(C)SC1=NN=NN1